4-(hydroxymethyl)-N,N-dimethylpiperidine-1-sulfonamide OCC1CCN(CC1)S(=O)(=O)N(C)C